3-hydroxy-N'-(1-methylethylidene)-2-naphthoylhydrazine OC=1C(=CC2=CC=CC=C2C1)C(=O)NN=C(C)C